Cl.ClCC(C)N(C)C 1-chloro-N,N-dimethylpropan-2-amine hydrochloride